8-hydroxy-5,7-dinitro-2-naphthalenesulfonic acid, disodium salt [Na+].[Na+].OC=1C(=CC(=C2C=CC(=CC12)S(=O)(=O)[O-])[N+](=O)[O-])[N+](=O)[O-].OC=1C(=CC(=C2C=CC(=CC12)S(=O)(=O)[O-])[N+](=O)[O-])[N+](=O)[O-]